C12(CC3CC(CC(C1)C3)C2)CN(CCCCCCSC2=C3CN(C(C3=CC=C2)=O)C2C(NC(CC2)=O)=O)C 3-(4-((6-((adamantan-1-ylmethyl)(methyl)amino)hexyl)thio)-1-oxoisoindolin-2-yl)piperidine-2,6-dione